tert-butyl (4-(1,2,3,6-tetrahydro-[1,1-biphenyl]-4-yl)thiazol-2-yl)carbamate C1(CCC(=CC1)C=1N=C(SC1)NC(OC(C)(C)C)=O)C1=CC=CC=C1